O1C(=NCC1)C=1C(N(C2=NC(=CC=C2C1NC)C(F)(F)F)C1=CC=CC=C1)=O 3-(4,5-dihydro-oxazol-2-yl)-4-(methylamino)-1-phenyl-7-(trifluoromethyl)-1,8-naphthyridin-2(1H)-one